BrC1=CC=C(OP(=O)(OC2=C(C(=C(C(=C2F)F)F)F)F)N[C@H](C(=O)OC)C)C=C1 methyl (2S)-2-{[4-bromophenoxy (2,3,4,5,6-pentafluorophenoxy)phosphoryl]amino}propanoate